Cl.N1(CCCC1)CC=1C=C(C=CC1)B(O)O [3-(PYRROLIDIN-1-YLMETHYL)PHENYL]BORONIC ACID HYDROCHLORIDE